3-(8-cyanoquinolin-5-yl)-N-(2-morpholinoethyl)-5-(trifluoromethyl)-3-azabicyclo[3.1.0]hexane-1-carboxamide C(#N)C=1C=CC(=C2C=CC=NC12)N1CC2(CC2(C1)C(F)(F)F)C(=O)NCCN1CCOCC1